CC1CNC2CCCCC2N1 3-methyl-decahydroquinoxaline